4-(1-pentyl-1H-pyrazol-3-yl)benzene tert-butyl-(2-(((6-phenylpyridazin-3-yl)methyl)amino)ethyl)carbamate C(C)(C)(C)N(C(O)=O)CCNCC=1N=NC(=CC1)C1=CC=CC=C1.C(CCCC)N1N=C(C=C1)C1=CC=CC=C1